CS(=O)(=O)OCC1=NC(=CN=C1)N1C(NC(CC1)=O)=O (6-(2,4-dioxotetrahydropyrimidin-1(2H)-yl)pyrazin-2-yl)methyl methanesulfonate